ClC=1C=CC(=C(OC2=CC=C(C=N2)B(O)O)C1)C=O (6-(5-Chloro-2-formylphenoxy)pyridin-3-yl)boronic acid